COC1=CC=C(CN(C2=NC=CC(=N2)N[C@@H](C)CCC)CC2=CC=C(C=C2)OC)C=C1 (S)-2-(bis(4-methoxybenzyl)amino)-4-(pentan-2-ylamino)pyrimidine